FC1=C(C=CC=C1)C=1SC(=CN1)C(=O)N[C@H](C(=O)N[C@H](C(C=1SC=CN1)O)CCC1=CC=C(C=C1)F)CCC(C)O 2-(2-fluorophenyl)-N-((2S)-1-(((2S)-4-(4-fluorophenyl)-1-hydroxy-1-(thiazol-2-yl)butan-2-yl)amino)-5-hydroxy-1-oxohexan-2-yl)thiazole-5-carboxamide